C(CCCCCC)[Se]C1=C(C=CC=C1)OC(C)=O Acetic acid 2-heptylselanyl-phenyl ester